C(C1=CC=CC=C1)(=O)N1CCN(CC1)CC1=C(C(N=C(N1)C=1SC=CN1)C1=C(C=C(C=C1)F)Br)C(=O)OCC ethyl 6-((4-Benzoylpiperazin-1-yl) methyl)-4-(2-bromo-4-fluorophenyl)-2-(thiazol-2-yl)-1,4-dihydropyrimidine-5-carboxylate